COCOC=1C(=NC=C(C1C)OS(=O)(=O)C(F)(F)F)C(=O)NCC(=O)OCC ethyl 2-[[3-(methoxymethoxy)-4-methyl-5-(trifluoromethylsulfonyloxy)pyridine-2-carbonyl]amino]acetate